C(C)(=O)N1[C@H]2CN[C@@H](C1)C2 (1R,4R)-5-acetyl-2,5-diazabicyclo[2.2.1]heptan